FC1=C(C=CC(=C1)OC)C1=C2C(=C(N=N1)N[C@H]1CN(CCC1)C)C=NC=C2 (R)-1-(2-fluoro-4-methoxyphenyl)-N-(1-methylpiperidin-3-yl)pyrido[3,4-d]pyridazin-4-amine